[4-[(E)-3-[4-[(2S,3R,4S,5S,6R)-3,5-Dihydroxy-6-(hydroxymethyl)-4-methyloxan-2-yl]oxyphenyl]prop-2-enoyl]-3-hydroxyphenyl] benzoate C(C1=CC=CC=C1)(=O)OC1=CC(=C(C=C1)C(\C=C\C1=CC=C(C=C1)O[C@@H]1O[C@@H]([C@H]([C@@H]([C@H]1O)C)O)CO)=O)O